bipyrazinecarboxylic acid N1=C(C(=NC=C1)C(=O)O)C1=NC=CN=C1